C(N)(=O)C1=[N+](C=CC(=C1)NC(=O)[C@@H]1O[C@](C[C@H]1C1=C(C(=C(C=C1)F)F)OC)(C(F)(F)F)C)[O-] 2-carbamoyl-4-((2R,3S,5R)-3-(3,4-difluoro-2-methoxyphenyl)-5-methyl-5-(trifluoromethyl)tetrahydrofuran-2-carboxamido)pyridine 1-oxide